4-tert-butylcyclohexyl acrylate 3,3,5-trimethylcyclohexyl-acrylate Cyclohexyl-acrylate Cyclohexyl-methacrylate C1(CCCCC1)OC(C(=C)C)=O.C1(CCCCC1)OC(C=C)=O.CC1(CC(CC(C1)C)OC(C=C)=O)C.C(C=C)(=O)OC1CCC(CC1)C(C)(C)C